O=C(CNC(C1=CC(=CC=C1)C(F)(F)F)=O)N1C2C(CC1)N(CC2)C2CCC(CC2)C=2SC=CN2 N-(2-oxo-2-{4-[4-(1,3-thiazol-2-yl)cyclohexyl]-octahydropyrrolo[3,2-b]pyrrol-1-yl}ethyl)-3-(trifluoromethyl)benzamide